2-(4-chlorobenzyl)-6-methyl-N3-(3,4,5-trifluorophenyl)quinoxaline-2,3-diamine ClC1=CC=C(CC2(NC3=CC=C(C=C3N=C2NC2=CC(=C(C(=C2)F)F)F)C)N)C=C1